9-([1,1':4',1''-terphenyl]-2-yl)-4-(4-Chlorophenyl)-9H-carbazole C1(=C(C=CC=C1)N1C2=CC=CC=C2C=2C(=CC=CC12)C1=CC=C(C=C1)Cl)C1=CC=C(C=C1)C1=CC=CC=C1